C(C)(C)(C)OC(=O)N1C[C@H]2N(CC1)C([C@@H](C2)CCCC2=CC=CC=1N=CSC12)=O (7R,8aS)-7-[3-(1,3-benzothiazol-7-yl)propyl]-6-oxo-octahydropyrrolo[1,2-a]pyrazine-2-carboxylic acid tert-butyl ester